N-(2-chloro-4-(trifluoromethyl)phenyl)-1-(4-((1-(4-(2,4-dioxotetrahydropyrimidine-1(2H)-yl)phenyl)azetidin-3-yl)ethynyl)-1H-pyrazol-1-yl)cyclobutane-1-carboxamide ClC1=C(C=CC(=C1)C(F)(F)F)NC(=O)C1(CCC1)N1N=CC(=C1)C#CC1CN(C1)C1=CC=C(C=C1)N1C(NC(CC1)=O)=O